4-(2H-pyranoxy)phenylmalonic acid O1C(C=CC=C1)OC1=CC=C(C=C1)C(C(=O)O)C(=O)O